C(C=C)C1C(C1)(Br)Br 2-ALLYL-1,1-DIBROMOCYCLOPROPANE